4-(1-methyl-7-methylsulfonyl-2-oxo-4H-pyrimido[4,5-d]pyrimidin-3-yl)-3-phenyl-piperidine-1-carboxylic acid tert-butyl ester C(C)(C)(C)OC(=O)N1CC(C(CC1)N1C(N(C2=NC(=NC=C2C1)S(=O)(=O)C)C)=O)C1=CC=CC=C1